NC=1C(=NC=C(C(=O)OC)C1)NC1=CC=C(C=C1)OC methyl 5-amino-6-((4-methoxyphenyl)amino)nicotinate